CN(N)C N',N'-dimethylhydrazine